6-(6-((1S,6R,7R)-7-(aminomethyl)-7-(2-fluorophenyl)-3-azabicyclo[4.1.0]heptan-3-yl)-1H-pyrazolo[3,4-b]pyrazin-3-yl)-3,4-dihydroquinolin-2(1H)-one NC[C@@]1([C@@H]2CCN(C[C@H]12)C1=CN=C2C(=N1)NN=C2C=2C=C1CCC(NC1=CC2)=O)C2=C(C=CC=C2)F